1-ethyl-6-methoxy-3-methyl-1H-1,3-benzodiazol-3-ium iodide [I-].C(C)N1C=[N+](C2=C1C=C(C=C2)OC)C